OC1=C(C=C(C(=O)C2(CC3(N4CCCC24)C(C2=CC=CC4=CC=CC3=C24)=O)C2=CC=CC=C2)C=C1)OC (4-hydroxy-3-methoxybenzoyl)-1'-phenyl-1',2',5',6',7',7a'-hexahydro-2H-spiro[acenaphthylene-1,3'-pyrrolizin]-2-one